(S)-N1-(1-(2-((1S,2R,4R)-Bicyclo[2.2.1]heptan-2-ylamino)-2-oxoethyl)-2-oxo-1,2-dihydropyridin-3-yl)-N6-methyl-2-(1-methyl-1H-pyrazol-5-carboxamido)-5-oxohexandiamid [C@H]12[C@@H](C[C@H](CC1)C2)NC(CN2C(C(=CC=C2)NC([C@H](CCC(C(=O)NC)=O)NC(=O)C2=CC=NN2C)=O)=O)=O